ClC1=CC=C(C=C1)[C@@H]1COC2=C(O1)C=CC=C2C2CCN(CC2)CC=2N(C(=NN2)/C=C/C(=O)OC)CC2=CN=CN2CC methyl (R,E)-3-(5-((4-(2-(4-chlorophenyl)-2,3-dihydrobenzo[b][1,4]dioxin-5-yl)piperidin-1-yl)methyl)-4-((1-ethyl-1H-imidazol-5-yl)methyl)-4H-1,2,4-triazol-3-yl)acrylate